N-(1''-(3-(1-(4,4-difluoropiperidin-1-yl)ethyl)benzoyl)dispiro[cyclopropane-1,1'-cyclohexane-4',3''-indolin]-5''-yl)methanesulfonamide FC1(CCN(CC1)C(C)C=1C=C(C(=O)N2CC3(C4=CC(=CC=C24)NS(=O)(=O)C)CCC2(CC3)CC2)C=CC1)F